5-[trans-2-(2-{[tert-butyl(dimethyl)silyl]oxy}ethyl)cyclopropyl]-2-fluoropyridine [Si](C)(C)(C(C)(C)C)OCC[C@H]1[C@@H](C1)C=1C=CC(=NC1)F